5-[[2-[2-[6-(Methanesulfonamido)-3-pyridyl]-5-methyl-1-piperidyl]-2-oxo-acetyl]amino]pyridine-3-carboxamide CS(=O)(=O)NC1=CC=C(C=N1)C1N(CC(CC1)C)C(C(=O)NC=1C=C(C=NC1)C(=O)N)=O